OC12CC3CC(C1)CC(C2)C32OOC3(CCCCC3)OO2 5-hydroxydispiro[adamantane-2,3'-[1,2,4,5]tetraoxane-6',1''-cyclohexan]